tert-butyl (E)-(((tert-butoxycarbonyl)imino)(1H-pyrazol-1-yl)methyl)(2,4-dimethoxybenzyl)carbamate C(C)(C)(C)OC(=O)\N=C(\N1N=CC=C1)/N(C(OC(C)(C)C)=O)CC1=C(C=C(C=C1)OC)OC